oxalic acid lithium borate salt B([O-])([O-])[O-].[Li+].C(C(=O)O)(=O)O.[Li+].[Li+]